cyclobutanecarboxylic acid (1-cyano-4-dimethylamino-4-phenyl-cyclohexyl)-amide C(#N)C1(CCC(CC1)(C1=CC=CC=C1)N(C)C)NC(=O)C1CCC1